C(C1=CC=CC=C1)OC(CC[C@@H](CSCC(=O)OCC)N)=O (4S)-4-amino-5-(2-ethoxy-2-oxo-ethyl)thio-pentanoic acid benzyl ester